NC=1C2=C(N=CN1)NC(=C2C2=CC=C(C=C2)OC2=NC=C(C=C2)C)C2CN(CC2)C(C=C)=O 1-(3-(4-amino-5-(4-((5-methylpyridin-2-yl)oxy)phenyl)-7H-pyrrolo[2,3-d]pyrimidin-6-yl)pyrrolidin-1-yl)prop-2-en-1-one